C(C=C)(=O)N1CC2(C1)CN(CC2)C2=NC=NC(=C2C#N)C2=C(C=C1C=NNC1=C2)C 4-(2-acryloyl-2,6-diazaspiro[3.4]octan-6-yl)-6-(5-methyl-1H-indazol-6-yl)pyrimidine-5-carbonitrile